C(C1=CC=CC=C1)OC([C@H](C(C)C)N(C(=O)[C@H]1[C@@H](N(CCC1)C(=O)OC(C)(C)C)CO[Si](C1=CC=CC=C1)(C1=CC=CC=C1)C(C)(C)C)C)=O trans-tert-butyl 3-(((S)-1-(benzyloxy)-3-methyl-1-oxobutan-2-yl)(methyl)carbamoyl)-2-(((tert-butyldiphenylsilyl)oxy)methyl)piperidine-1-carboxylate